Bis(2,5-dioxopyrrolidin-1-yl) (1S,4S)-cyclohexane-1,4-dicarboxylate C1(CCC(CC1)C(=O)ON1C(CCC1=O)=O)C(=O)ON1C(CCC1=O)=O